3,5-dinitrobenzyl amino-L-alaninate HCl Cl.NN[C@@H](C)C(=O)OCC1=CC(=CC(=C1)[N+](=O)[O-])[N+](=O)[O-]